thiochromane-7-carboxylic acid S1CCCC2=CC=C(C=C12)C(=O)O